tert-butyl (S)-(1-azido-3-cyclopropylpropan-2-yl)carbamate N(=[N+]=[N-])C[C@H](CC1CC1)NC(OC(C)(C)C)=O